(S)-2-(Aminomethyl)-5-methyl-N-(1-(naphthalen-1-yl)cyclopropyl)-2,3-dihydrobenzofuran-6-carboxamide NC[C@H]1OC2=C(C1)C=C(C(=C2)C(=O)NC2(CC2)C2=CC=CC1=CC=CC=C21)C